N1C(OCC12CNCCC2)=O 3-oxa-1,7-diazaspiro[4.5]decan-2-on